FC=1C(=C(C=C(C1F)C=1C=NNC1)O)C=1SC(=NN1)N(C1CC(NC(C1)(C)C)(C)C)C 3,4-difluoro-2-(5-(methyl(2,2,6,6-tetramethylpiperidin-4-yl)amino)-1,3,4-thiadiazol-2-yl)-5-(1H-pyrazol-4-yl)phenol